pyrrolo[3,4-d]-1,2,3-thiadiazole S1NN=C2C1=CN=C2